F[C@@H]1CN(CC[C@@H]1NC1=CC=CC2=C1S(C=C2N2C=CC=C2)(=O)=O)C 7-(((3R,4S)-3-fluoro-1-methylpiperidin-4-yl)amino)-1,1-dioxido-3-(1H-pyrrol-1-yl)benzo[b]thiophen